N-pentyloctadecan-1-amine C(CCCC)NCCCCCCCCCCCCCCCCCC